3-(2-(1-methyl-1H-pyrazol-4-yl)imidazo[1,2-b]pyridazin-8-yl)-3,8-diazabicyclo[3.2.1]octane-8-carboxylic acid tert-butyl ester C(C)(C)(C)OC(=O)N1C2CN(CC1CC2)C=2C=1N(N=CC2)C=C(N1)C=1C=NN(C1)C